CC(CNC(CNC(CN(S(=O)(=O)C)C1CCN(CC1)C(C)C1=CC=CC2=CC=CC=C12)=O)=O)(C#C)C N-(2,2-dimethylbut-3-yn-1-yl)-2-(2-(N-(1-(1-(naphthalen-1-yl)ethyl)piperidin-4-yl)methylsulfonamido)acetamido)acetamide